C(#N)C1=CC=C(OCC2=CC(=CC(=C2)C)COC2=CC=C(C=C2)C#N)C=C1 1,3-bis(4-cyano-phenoxymethyl)-5-methyl-benzene